COC(C1=CC(=C(C=C1)F)OCCCC=1C(=NNC1C(OCC)OCC)C)=O.SC(CC[Si](OC)(OC)OC)(S)S trimercaptopropyl-trimethoxysilane methyl-3-[3-[5-(diethoxymethyl)-3-methyl-1H-pyrazol-4-yl]propoxy]-4-fluoro-benzoate